tert-butyl-dimethyl-[[(2S)-1-(oxetan-3-yl)pyrrolidin-2-yl]methoxy]silane tert-butyl-(S)-3-(5-(1,2-dihydroxyethyl)-8-(4-(trifluoromethoxy)phenyl)quinoxalin-6-yl)azetidine-1-carboxylate C(C)(C)(C)OC(=O)N1CC(C1)C=1C(=C2N=CC=NC2=C(C1)C1=CC=C(C=C1)OC(F)(F)F)[C@@H](CO)O.C(C)(C)(C)[Si](OC[C@H]1N(CCC1)C1COC1)(C)C